C(C)(C)(C)N1N=CC=C1NC(=O)C=1C=NN(C1)CCCCCCCCCC#C 1-tert-butyl-5-[(1-undec-10-ynylpyrazole-4-carbonyl)amino]pyrazol